ClC=1C(=C(N)C=CC1CC(F)F)F 3-chloro-4-(2,2-difluoroethyl)-2-fluoro-aniline